naphthalen-2-amine trifluoroacetate FC(C(=O)O)(F)F.C1=C(C=CC2=CC=CC=C12)N